OCCC[N+]1=CC=CC=C1 hydroxypropylpyridinium